C(#N)CC1C(C1C=1N=CN(C1)C(C1=CC=CC=C1)(C1=CC=CC=C1)C1=CC=CC=C1)C(=O)O 2-(cyanomethyl)-3-[1-(triphenylmethyl)-1H-imidazol-4-yl]Cyclopropane-1-carboxylic acid